C(CCCCCC)C1OC2=CC=CC=C2C(C1)O 2-Heptyl-4-hydroxychroman